C(C)S(=O)(=O)C=1C=CC(=C(C1)C=1C2=C(C(N(C1)C)=O)NC(=C2)C(=O)O)OC2=C(C=C(C=C2C)F)C 4-[5-(ethanesulfonyl)-2-(4-fluoro-2,6-dimethylphenoxy)phenyl]-6-methyl-7-oxo-1H-pyrrolo[2,3-c]pyridine-2-carboxylic acid